(3RS,4RS)-1-Benzyl-4-(((6-(ethyl(((1r,4R)-4-(trifluoromethyl)cyclohexyl)-methyl)amino)-5-fluoropyrimidin-4-yl)amino)methyl)piperidine-3,4-diol C(C1=CC=CC=C1)N1C[C@H]([C@](CC1)(O)CNC1=NC=NC(=C1F)N(CC1CCC(CC1)C(F)(F)F)CC)O |r|